1-(1-methylpiperidin-4-yl)piperazine hydrochloride Cl.CN1CCC(CC1)N1CCNCC1